C(N)(=O)C1(COCC1)NC(=O)C=1N(N=C2C=CC(=CC12)OCC1=C(C=CC=C1)C(F)F)C N-(3-carbamoyloxolan-3-yl)-5-{[2-(difluoromethyl)phenyl]methoxy}-2-methyl-2H-indazole-3-carboxamide